5-Bromo-2-methyl-2,7-naphthyridin-1(2H)-one BrC1=C2C=CN(C(C2=CN=C1)=O)C